OC1=CC=C(C=C1)C1C2CC3(CC(CC1C3)C2)CO 4-(4-Hydroxyphenyl)tricyclo[3.3.1.13,7]-decane-1-methanol